C(C)NC(=S)NCC 1,3-diethyl-2-thiourea